NC1=CC=C(C=C1)N1CC(C1)CN1CC2C(C1)CN(C2)C(=O)OC(C)(C)C tert-butyl 5-((1-(4-aminophenyl)azetidin-3-yl)methyl)hexahydropyrrolo[3,4-c]pyrrole-2(1H)-carboxylate